4-chloro-6,7-dimethoxyquinazoline ClC1=NC=NC2=CC(=C(C=C12)OC)OC